C(C)NC1=CC=C(C(=N1)F)C1=NN2C(O[C@@H](CCC2)C)=C1C(=O)N[C@@H]1C(NC2=C(C(=N1)C1=CC=CC=C1)C=CC=C2)=O |o1:15| (5R*)-2-[6-(ethylamino)-2-fluoropyridin-3-yl]-5-methyl-N-[(3S)-2-oxo-5-phenyl-1,3-dihydro-1,4-benzodiazepin-3-yl]-5,6,7,8-tetrahydropyrazolo[5,1-b][1,3]oxazepine-3-carboxamide